8-(1-(2,2-difluoroethyl)-3-methyl-1H-pyrazolo[3,4-b]pyrazin-6-yl)-2-(2-(trifluoromethyl)pyrimidin-4-yl)-2,8-diazaspiro[4.5]decan-1-one FC(CN1N=C(C=2C1=NC(=CN2)N2CCC1(CCN(C1=O)C1=NC(=NC=C1)C(F)(F)F)CC2)C)F